FC(C1=CC(N(C2=NC=C(C=C12)O)C1CC(C1)(C)O)=O)F 4-(difluoromethyl)-6-hydroxy-1-[(cis)-3-hydroxy-3-methylcyclobutyl]-1,2-dihydro-1,8-naphthyridin-2-one